1,3-dihydrospiro[indene-2,4'-piperidine]-1,6-diamine N1CCC2(CC1)C(C1=CC(=CC=C1C2)N)N